1-((7-(5-chloro-3-methyl-2-(piperidin-4-yloxy)phenyl)thieno[3,2-b]pyridin-2-yl)methyl)pyrrolidine-2,5-dione ClC=1C=C(C(=C(C1)C1=C2C(=NC=C1)C=C(S2)CN2C(CCC2=O)=O)OC2CCNCC2)C